tert-butyl (R)-3-((6-fluoro-8-methylisoquinolin-1-yl)amino)-piperidine-1-carboxylate FC=1C=C2C=CN=C(C2=C(C1)C)N[C@H]1CN(CCC1)C(=O)OC(C)(C)C